C(CCCCCCCCCCCCCCC)(=O)O[C@H](CN([C@@H](CS)C(=O)O)C(CCCCCCCCCCCCCCC)=O)COC(CCCCCCCCCCCCCCC)=O |&1:18| [2,3-bis(palmitoyloxy)-(2RS)-propyl]-N-palmitoyl-(R)-cysteine